1-(1Z-hexadecenyl)-2-(5Z,8Z,11Z,14Z,17Z-eicosapentaenoyl)-glycero-3-phosphoserine CCCCCCCCCCCCCC/C=C\OC[C@H](COP(=O)(O)OC[C@@H](C(=O)O)N)OC(=O)CCC/C=C\C/C=C\C/C=C\C/C=C\C/C=C\CC